chlorodi(4-fluorophenyl)phosphine ClP(C1=CC=C(C=C1)F)C1=CC=C(C=C1)F